N(CCS)CCS dithiodiethanolamine